ClC=1N(C=C(N1)S(=O)(=O)N[C@@H]([C@H](C)C1=C(C(=CC=C1F)C)C)C=1OC(NN1)=O)C 2-chloro-N-((1S,2R)-2-(6-fluoro-2,3-dimethylphenyl)-1-(5-oxo-4,5-dihydro-1,3,4-oxadiazol-2-yl)propyl)-1-methyl-1H-imidazole-4-sulfonamide